4-(4-benzoyl-2-chlorophenylthio)phenyl-diphenylsulfonium C(C1=CC=CC=C1)(=O)C1=CC(=C(C=C1)SC1=CC=C(C=C1)[S+](C1=CC=CC=C1)C1=CC=CC=C1)Cl